2,5-dicarboxylpyridine C(=O)(O)C1=NC=C(C=C1)C(=O)O